C(C1=CC=CC=C1)OC1=NC(=CC=C1C=O)OCC1=CC=CC=C1 2,6-dibenzyloxypyridine-3-carbaldehyde